2-{[(s)-3-methyl-1-piperidyl]methyl}-4-cyclopropyl-6-(6-cyclopropyl-4-{4-fluoro-2-[(1-pyrrolidinyl)carbonyl]phenyl}-2-pyridyl)-1,6-dihydro-1,6-diaza-7-indenone C[C@@H]1CN(CCC1)CC=1NC=2C(N(C=C(C2C1)C1CC1)C1=NC(=CC(=C1)C1=C(C=C(C=C1)F)C(=O)N1CCCC1)C1CC1)=O